OC1(CC1)C=1C=C(C=CC1)C1(CC1)NC(OC(C)(C)C)=O tert-butyl N-{1-[3-(1-hydroxycyclopropyl)phenyl]cyclopropyl}carbamate